NC=1N=C(C=C2C=C(N=CC12)NC1=NC=CC(=C1)C(CC)(CC)NS(=O)C(C)(C)C)C1=CN=NN1C N-(3-(2-((8-amino-6-(1-methyl-1H-1,2,3-triazol-5-yl)-2,7-naphthyridin-3-yl)amino)pyridin-4-yl)pentan-3-yl)-2-methyl-propane-2-sulfinamide